tert-butyl 2-[[(1R)-1-(2-ethylsulfanyl-3,6-dimethyl-4-oxo-chromen-8-yl) ethyl]-(2-nitrophenyl)sulfonyl-amino]benzoate C(C)SC=1OC2=C(C=C(C=C2C(C1C)=O)C)[C@@H](C)N(C1=C(C(=O)OC(C)(C)C)C=CC=C1)S(=O)(=O)C1=C(C=CC=C1)[N+](=O)[O-]